(2S)-2-[1-(cyclopropanecarbonyl)-1,2,3,4-tetrahydroquinolin-6-yl]-N-(5-fluoropyridin-2-yl)propanamide C1(CC1)C(=O)N1CCCC2=CC(=CC=C12)[C@@H](C(=O)NC1=NC=C(C=C1)F)C